COC(=O)C1=NC=C(C=C1NCCOC)[N+](=O)[O-] ((2-methoxyethyl)amino)-5-nitropyridinecarboxylic acid methyl ester